N1(CCCC12CCNCC2)CC2=C(OC1(CC1)C(=O)O)C=C(C=C2)C(F)(F)F 1-(2-((1,8-diazaspiro[4.5]decan-1-yl)methyl)-5-(trifluoromethyl)phenoxy)cyclopropane-1-carboxylic acid